C(C=C)OC=C vinyl (allyl) ether